N1=NC2=NN=NC3=CC=CC1=C23 pentaazaacenaphthylene